BrC=1C(=C(C=C(C1C)C)Cl)Cl 3-bromo-1,2-dichloro-4,5-dimethylbenzene